6-azaspiro[2.5]octane-HCl Cl.C1CC12CCNCC2